C(CC=C)OC1=CC=CC2=CC=CC=C12 1-(but-3-en-1-yloxy)naphthalen